3,5-dimethyl-4-(methylthio)-6-(naphthalen-2-yl)pyridazine CC=1N=NC(=C(C1SC)C)C1=CC2=CC=CC=C2C=C1